(E)-1-p-tolyl-N-(4-(trifluoromethyl)phenyl)toluidine 5,5'-(1,2-ethynediyl)bis(1,3-benzenedicarboxylate) C(#CC=1C=C(C=C(C1)C(=O)O)C(=O)O)C=1C=C(C=C(C1)C(=O)O)C(=O)O.C1(=CC=C(C=C1)C1(NC2=CC=C(C=C2)C(F)(F)F)C(C=CC=C1)C)C